COC1=CC=C(C=C1)C(OC[C@@H](CN1C=2N=C(NC(C2N=C1)=O)NC(C(C)C)=O)CO)(C1=CC=CC=C1)C1=CC=C(C=C1)OC (S)-N-(9-(3-(bis(4-methoxyphenyl)(phenyl)methoxy)-2-(hydroxymethyl)propyl)-6-oxo-6,9-dihydro-1H-purin-2-yl)isobutyramide